1,4-bishydroxymethyl-cyclohexane OCC1CCC(CC1)CO